O[C@@H]1[C@H](C2=CC=CC=C2C(C1)(C)C)NC(=O)NC=1C(=NC=CC1)C1=CC=CC=C1 1-((1s,2s)-2-hydroxy-4,4-dimethyl-1,2,3,4-tetrahydronaphthalen-1-yl)-3-(2-phenylpyridin-3-yl)urea